C(C1=CC=C(C(=O)OCC)C=C1)(=O)OCC Bis(ethan-2-yl) terephthalat